N-(5-hydroxy-1H-indol-3-yl)acetamide OC=1C=C2C(=CNC2=CC1)NC(C)=O